COC(C1=C(C(=CC=C1)Cl)CN1C=NC=C1)=O chloro-2-(imidazol-1-ylmethyl)benzoic acid methyl ester